C1(CC1)C(=O)NC1=CC(=C(N=N1)C(=O)NC([2H])([2H])[2H])NC1=C2N([C@@H](C=3N(C2=CC=C1)N=C(N3)C)C([2H])([2H])[2H])C (R)-6-(cyclopropanecarboxamido)-4-((2,5-dimethyl-4-(methyl-d3)-4,5-dihydro-[1,2,4]triazolo[1,5-a]quinoxalin-6-yl)amino)-N-(methyl-d3)pyridazine-3-carboxamide